Ethyl-5-(2-(3-fluoro-3-methylazetidin-1-yl)ethyl)-4-(isopropyl)pyrimidin-2-ol C(C)C1=C(C(=NC(=N1)O)C(C)C)CCN1CC(C1)(C)F